2-butoxyethyl (tert-butoxycarbonyl)-L-alaninate C(C)(C)(C)OC(=O)N[C@@H](C)C(=O)OCCOCCCC